ClC1=CC(=C2C(=N1)C=C(S2)C(=O)NC2CN(C2)C)N2CCOCC2 5-Chloro-N-(1-methylazetidin-3-yl)-7-morpholinothieno[3,2-b]pyridine-2-carboxamide